C(C1=CC=CC=C1)OCC1([C@@H](CC[C@H](C1)C)C(C)C)CO [(2S,5R)-1-(benzyloxymethyl)-2-isopropyl-5-methyl-cyclohexyl]methanol